C(C(C)C)N1CCN(CC1)C1=C(N=C(S1)C1=NNC(=C1CC(F)(F)F)C=1C=C(C=2N(C1)N=CN2)OC)C 5-(4-isobutylpiperazin-1-yl)-2-(5-(8-methoxy-[1,2,4]triazolo[1,5-a]pyridin-6-yl)-4-(2,2,2-trifluoroethyl)-1H-pyrazol-3-yl)-4-methylthiazole